C(=O)(O)COC=1C=NC(=NC1)NC1CCC(CC1)OC1=NC2=CC(=NC=C2C=C1C(=O)O)N1CCOCC1 (((1s,4s)-4-((5-(carboxymethoxy)pyrimidin-2-yl)amino)cyclohexyl)oxy)-7-morpholino-1,6-naphthyridine-3-carboxylic acid